N-(((2S,4S)-4-hydroxypyrrolidin-2-yl)methyl)-4-(7H-pyrrolo[2,3-d]pyrimidin-4-yl)-3,4-dihydro-2H-1,4-thiazine-6-carboxamide hydrochloride Cl.O[C@H]1C[C@H](NC1)CNC(=O)C1=CN(CCS1)C=1C2=C(N=CN1)NC=C2